4-(6,7-dimethoxyquinolin-4-yl)-1,4-diazacycloheptane-1-sulfonamide COC=1C=C2C(=CC=NC2=CC1OC)N1CCN(CCC1)S(=O)(=O)N